OC1(C2CN(C(C1)C2)C(=O)OC(C)(C)C)C=2SC=CC2 tert-butyl 5-hydroxy-5-(thiophen-2-yl)-2-azabicyclo[2.2.1]heptane-2-carboxylate